C(O)(O)=O.C1(CCC(N1)=O)=O.C1(CCC(N1)=O)=O bissuccinimide carbonate